Tri(n-butyl) cyclohexane-1,3,5-tripropionate C1(CC(CC(C1)CCC(=O)OCCCC)CCC(=O)OCCCC)CCC(=O)OCCCC